N,N'-di-Boc-D-lysine C(=O)(OC(C)(C)C)N[C@H](CCCCNC(=O)OC(C)(C)C)C(=O)O